COCCOCCOCCOCCOCCOCC(=O)O [2-[2-[2-[2-(2-methoxyethoxy)ethoxy]ethoxy]ethoxy]ethoxy]acetic acid